COCOC1=C(C(=C2C=CC=CC2=C1)C1=CC=CC2=CC=CC=C12)O (methoxymethoxy)-[1,1'-binaphthyl]-2-ol